C(C)OC(C[C@@H]1CC[C@H](CC1)N)=O 2-(trans-4-aminocyclohexyl)acetic ethyl ester